({[(tert-butoxy)carbonyl]amino}methyl)-1-ethyl-6-methoxy-3-(2-methoxy-2-oxoethyl)-1H-1,3-benzodiazol-3-ium bromide [Br-].C(C)(C)(C)OC(=O)NCC1=[N+](C2=C(N1CC)C=C(C=C2)OC)CC(=O)OC